ClC=1C(=CC2=CN(N=C2C1)C)N=C1N(N=C(C(N1)=O)CC1=NN(C=N1)C)CC1=C(C=C(C(=C1)F)F)F 3-((6-chloro-2-methyl-2H-indazol-5-yl)imino)-6-((1-methyl-1H-1,2,4-triazol-3-yl)methyl)-2-(2,4,5-trifluorobenzyl)-3,4-dihydro-1,2,4-triazin-5(2H)-one